3-n-Butyl-1-methyl-imidazolium C(CCC)[N+]1=CN(C=C1)C